C[Si](C#CC)(C)C [1-(trimethylsilyl)]-1-Propyne